N-(6-amino-5-cyclopropyl-3-pyridyl)-2-[(2R,5S)-2-[2-[2-(dimethylamino)ethyl]-1,3-benzothiazol-5-yl]-5-methyl-1-piperidyl]-2-oxo-acetamide NC1=C(C=C(C=N1)NC(C(=O)N1[C@H](CC[C@@H](C1)C)C=1C=CC2=C(N=C(S2)CCN(C)C)C1)=O)C1CC1